6-((S)-2-((3aS,4S,5S,6aR)-3a,4-dihydroxy-5-phenoxyhexahydrocyclopenta[c]pyrrol-2(1H)-yl)-1-hydroxyethyl)-3,4-dihydroquinolin-2(1H)-one O[C@@]12[C@@H](CN(C1)C[C@@H](O)C=1C=C3CCC(NC3=CC1)=O)C[C@@H]([C@@H]2O)OC2=CC=CC=C2